C(C)(C)(C)OC(=O)N(CCC=1C=C(C(=O)O)C=CC1)C 3-(2-(tert-butoxycarbonyl-(methyl)amino)ethyl)benzoic acid